ClC1=C(C(=[N+](C=C1)[O-])C)C1=CC=C(C=C1)NC(C(NC(=O)C1=CC=NN1C(C)C)C1CC(CCC1)(F)F)=O 4-chloro-3-(4-(2-(3,3-difluorocyclohexyl)-2-(1-isopropyl-1H-pyrazole-5-carboxamido)acetamido)phenyl)-2-methylpyridine 1-oxide